4-methyl-N,N-bis(4-(4,4,5,5-tetramethyl-1,3,2-dioxaborolan-2-yl)phenyl)aniline CC1=CC=C(N(C2=CC=C(C=C2)B2OC(C(O2)(C)C)(C)C)C2=CC=C(C=C2)B2OC(C(O2)(C)C)(C)C)C=C1